C(#N)C1(CC1)NS(=O)(=O)C=1C=C2C(=NC(=NC2=C(C1)N1CC(NC(C1)COC)(C)C)C)C=1SC(=NN1)C(F)F N-(1-cyanocyclopropyl)-4-(5-(difluoromethyl)-1,3,4-thiadiazol-2-yl)-8-(5-(methoxymethyl)-3,3-dimethylpiperazin-1-yl)-2-methylquinazoline-6-sulfonamide